C(CCCCCCC)(=O)OCCCOC(CCCCCCC)=O 1,3-propanediol dicaprylate